ClC1=NC(=C(C(=N1)N1C[C@@](CCC1)(O)C)C)Cl (3R)-1-(2,6-dichloro-5-methylpyrimidin-4-yl)-3-methylpiperidin-3-ol